C(=O)C1CC(C2(CN(C2)C(=O)OC(C)(C)C)C1)=O tert-butyl 7-formyl-5-oxo-2-azaspiro[3.4]octane-2-carboxylate